CC1=CC=C(C=C1)\C=C\C(=O)C1=C(C(=C(C=C1)OC)CN1CCNCC1)O 4-methyl-2'-hydroxy-4'-methoxy-3'-(piperazin-1-yl)methyl-chalcone